6-chloro-7-(5-chloro-2-(4-(trifluoromethyl)-1H-1,2,3-triazole-1-yl)phenyl)furo[3,2-b]Pyridin-5(4H)-one ClC1=C(C2=C(NC1=O)C=CO2)C2=C(C=CC(=C2)Cl)N2N=NC(=C2)C(F)(F)F